1,2-bis((7-isopropyl-1-oxaspiro[4.5]dec-2-yl)oxy)ethane C(C)(C)C1CC2(CCC(O2)OCCOC2OC3(CC2)CC(CCC3)C(C)C)CCC1